CC=1C(=NOC1C)N(S(=O)(=O)C=1C(=CC=CC1)C1=C(C=CC=C1)COC(C)C)COC N-(4,5-dimethylisoxazol-3-yl)-2'-(isopropoxymethyl)-N-(methoxymethyl)-[1,1'-biphenyl]-2-sulfonamide